FC(C=1C=NC(=NC1)N1CC2CCC(C1)N2CC(=O)OCC)(F)F ethyl 2-(3-(5-(trifluoromethyl)pyrimidin-2-yl)-3,8-diazabicyclo(3.2.1)octan-8-yl)acetate